C(C)(C)(C)C12C3C(CCC(=O)OCCCCCCCCCCCCCCCCCC)(C=C(C1(O)S2)C(C)(C)C)S3 octadecyl 3,5-di-tert-butyl-4-hydroxyhydrocinnamate disulfide